BrC=1C=CC=C2C(=NC(=NC12)NCC1CCCCCC1)N[C@H](C)C1CC1 (R)-8-bromo-N2-(cycloheptylmethyl)-N4-(1-cyclopropylethyl)quinazoline-2,4-diamine